4-[5-(4-fluorophenyl)-6-isopropyl-1H-pyrrolo[2,3-f]indazol-7-yl]-3-methoxy-benzoic acid FC1=CC=C(C=C1)N1C(=C(C2=C1C=C1C=NNC1=C2)C2=C(C=C(C(=O)O)C=C2)OC)C(C)C